(S)-2-amino-5-(4-carbamoylphenyl)-4-oxo-4,5-dihydrofuran-3-yl-5-d phenylmethanesulfonate C1(=CC=CC=C1)CS(=O)(=O)OC1=C(O[C@@](C1=O)([2H])C1=CC=C(C=C1)C(N)=O)N